4,5-bis-(diphenylphosphinyl)-9,9-dimethylxanthene C1(=CC=CC=C1)P(=O)(C1=CC=CC=2C(C3=CC=CC(=C3OC12)P(=O)(C1=CC=CC=C1)C1=CC=CC=C1)(C)C)C1=CC=CC=C1